5,6-dihydrobenzo[h]quinoline-3-carbonitrile N1=CC(=CC=2CCC3=C(C12)C=CC=C3)C#N